1-(piperidin-4-yl)-1H-pyrazolo[3,4-d]Pyrimidine-4,6-diamine N1CCC(CC1)N1N=CC=2C1=NC(=NC2N)N